Cl.N1=CC=C(C=C1)C=1C=C2C=CC(=NC2=CC1)N1CCC(CC1)C(=O)O 1-(6-(pyridin-4-yl)quinolin-2-yl)piperidine-4-carboxylic acid hydrochloride